(1R,2S,3R,4S,5S,6S)-6-Methoxycyclohexane-1,2,3,4,5-pentaol COC1[C@@H]([C@H](C([C@@H]([C@@H]1O)O)O)O)O